ClC1=C(C(=CC=C1)Cl)N1CC(C1)C=1C(=CC(=NC1C)CN1CCC(CC1)C(=O)OC)C methyl 1-((5-(1-(2,6-dichlorophenyl)azetidin-3-yl)-4,6-dimethylpyridin-2-yl)methyl)piperidine-4-carboxylate